ClC=1C=C(C=CC1OC1=NN(C=C1)C1=NC=C(C=C1)C)NC1=NC=NC2=CC(=C(C=C12)NC1CCN(CC1)C(C=C)=O)OC 1-[4-({4-[(3-chloro-4-{[1-(5-methylpyridin-2-yl)pyrazol-3-yl]oxy}phenyl)amino]-7-methoxyquinazolin-6-yl}amino)piperidin-1-yl]prop-2-en-1-one